Sodium N-methyltaurine CNCCS(=O)(=O)O.[Na]